FC=1C=CC=C2CCCC12 (1R,2S)-7-fluoro-2,3-dihydro-1H-inden